CC1=C(C=C(C=C1)C1=NC2=CC(=CC=C2C(=N1)NC1=NNC(=C1)C)N1CCN(CC1)C)NC(C=C)=O N-(2-methyl-5-(4-((5-methyl-1H-pyrazol-3-yl)amino)-7-(4-methylpiperazin-1-yl)quinazolin-2-yl)phenyl)acrylamide